ClC1=NC(=C2N1C(=CC(=C2)S(=O)(=O)N(CC2=CC=C(C=C2)OC)C2(CC2)C#N)N2CCN(CC2)C(C(C)C)=O)C(=O)NN 3-chloro-N-(1-cyanocyclopropyl)-1-(hydrazinocarbonyl)-5-(4-isobutyrylpiperazin-1-yl)-N-(4-methoxybenzyl)imidazo[1,5-a]pyridine-7-sulfonamide